C1CCN2CCCC12COC=1N=C(C2=C(N1)C=CN=C2)N2CC(CCCC2)S(=O)(=O)C 2-((hexahydro-1H-pyrrolizin-7a-yl)methoxy)-4-(3-(methylsulfonyl)azepan-1-yl)pyrido[4,3-d]pyrimidine